C(C1=CC=CC=C1)OCCCCCCCCN 8-(benzyloxy)octan-1-amine